1-nonyl-4-propylpyridinium cyanide salt [C-]#N.C(CCCCCCCC)[N+]1=CC=C(C=C1)CCC